6-(4-amino-4-methyl-1-piperidinyl)-3-(2,3-dichlorophenyl)-2-pyrazinamine NC1(CCN(CC1)C1=CN=C(C(=N1)N)C1=C(C(=CC=C1)Cl)Cl)C